2,4-difluoro-3-phenylbenzonitrile FC1=C(C#N)C=CC(=C1C1=CC=CC=C1)F